IC=1C(=C(C=CC1)C(C)C)I diiodo-di(methyl)phenylmethane